CC1=C(C=C(C#N)C#N)C(=CC(=C1)C)C 2-(2,4,6-trimethyl-benzylidene)-malononitrile